OC(COC1=CC(=NC=C1)C=1N=C(C2=C(N1)CCC2)N(CC(=O)N2CCOCC2)C)(C)C 2-({2-[4-(2-hydroxy-2-methylpropoxy)pyridin-2-yl]-5H,6H,7H-cyclopenta[d]pyrimidin-4-yl}(methyl)amino)-1-(morpholin-4-yl)ethan-1-one